C(C)(C)(C)C1=CC=C(C=C1)C(C([2H])C1=CC=C(C=C1)C(C)(C)C)O (-)-1,2-Bis(4-(tert-butyl)phenyl)ethan-2-d-1-ol